(1S,3S,4S)-3-acetamido-4-fluorocyclopentane-1-carboxylic acid ethyl ester C(C)OC(=O)[C@H]1C[C@@H]([C@H](C1)F)NC(C)=O